(7-((4-(ethylamino)-3-(trifluoromethyl)-1H-pyrrolo[2,3-b]pyridin-6-yl)amino)-2,3-dihydrobenzofuran-4-yl)(4-morpholinopiperidin-1-yl)methanone C(C)NC1=C2C(=NC(=C1)NC1=CC=C(C=3CCOC31)C(=O)N3CCC(CC3)N3CCOCC3)NC=C2C(F)(F)F